NC(=[NH2+])N.NC(=O)N urea, guanidinium salt